C(#N)C1=CC=C(C=N1)C=1C=CC2=C(C=3CN(C(C3C=C2)=O)CC(C(=O)N)=C)C1 2-{[8-(6-cyanopyridin-3-yl)-3-oxo-1H,2H,3H-benzo[e]isoindol-2-yl]methyl}prop-2-enamide